NC1=C2N=CN(C2=NC=N1)[C@H]1[C@@H]([C@@H]([C@H](O1)COP1(OCCC(O1)C1=C(C(=C(C(=C1F)F)F)F)F)=S)O)O 2-(((2r,3s,4r,5r)-5-(6-amino-9H-purin-9-yl)-3,4-dihydroxytetrahydrofuran-2-yl)methoxy)-4-(pentafluorophenyl)-1,3,2-dioxaphosphorinane 2-sulfide